3-(7-(4-(4-amino-3-(4-phenoxyphenyl)-1H-pyrazolo[3,4-d]pyrimidin-1-yl)piperidin-1-yl)-2-azaspiro[3.5]nonan-2-yl)azetidine-1-carboxylate NC1=C2C(=NC=N1)N(N=C2C2=CC=C(C=C2)OC2=CC=CC=C2)C2CCN(CC2)C2CCC1(CN(C1)C1CN(C1)C(=O)[O-])CC2